NC1N(CC1N)CCCF amino-1-(3-fluoropropyl)azetidin-3-amine